2,6-Di-benzyl-4-methyl-phenol C(C1=CC=CC=C1)C1=C(C(=CC(=C1)C)CC1=CC=CC=C1)O